CC1=NC(=CC(=C1)CNC(C1=CN=CC(=C1N1CC2(CCN2)CC1)C1=CC(=CC(=C1)F)Cl)=O)C N-[(2,6-dimethyl-4-pyridyl)methyl]-5-(3-chloro-5-fluorophenyl)-4-(1,6-diaza-6-spiro[3.4]octyl)nicotinamide